tert-Butyl 3-methylene-1,5-oxazocane-5-carboxylate C=C1COCCCN(C1)C(=O)OC(C)(C)C